[Cl-].C(CCCCCCCCCCC)C[N+](C)(C)CCCCCCCCCCCCCCCC dodecylhexadecyltrimethyl-ammonium chloride